4-(5-phenyl-2-thienyl)benzene C1(=CC=CC=C1)C1=CC=C(S1)C1=CC=CC=C1